ClC1=NC=C(C(=C1)C1=C(C=NC(=C1)C)C(=O)NC=1SC(=NN1)OCC1OCC(OC1)(C)C)OC 2'-chloro-N-(5-((5,5-dimethyl-1,4-dioxan-2-yl)methoxy)-1,3,4-thiadiazol-2-yl)-5'-methoxy-6-methyl-(4,4'-bipyridine)-3-carboxamide